C1(=CC=C(C=C1)C1CCCN2C1=NS(CC2)(=O)=O)C2=CC=CC=C2 9-biphenyl-4-yl-3,4,6,7,8,9-hexahydropyrido[2,1-c][1,2,4]thiadiazine 2,2-dioxide